4-chloro-N-(3,4-difluoro-5-(3-morpholinoquinoxaline-6-carbonyl)phenyl)benzamide ClC1=CC=C(C(=O)NC2=CC(=C(C(=C2)C(=O)C=2C=C3N=C(C=NC3=CC2)N2CCOCC2)F)F)C=C1